C12C3C(C(C=C1)C2)C(N(C3=O)OC(=[N+](C)C)N(C)C)=O 2-(5-norbornen-2,3-dicarboximido)-1,1,3,3-tetramethyluronium